N-(6-amino-5-ethyl-3-pyridyl)-2-[(2S,5R)-4-(2-cyclopropylacetyl)-2-(4-fluorophenyl)-5-methyl-piperazin-1-yl]-2-oxo-acetamide NC1=C(C=C(C=N1)NC(C(=O)N1[C@H](CN([C@@H](C1)C)C(CC1CC1)=O)C1=CC=C(C=C1)F)=O)CC